CC1=NC(=NC=C1)[C@H](C)NC1=C(C(NC2=CC=CC=C12)=O)C1=NC2=C(N1)C=C(C=C2)N2CCOCC2 (S)-4-((1-(4-methylpyrimidin-2-yl)ethyl)amino)-3-(6-morpholinyl-1H-benzo[d]imidazol-2-yl)quinolin-2(1H)-one